(3R,4S)-3-cyclopropyl-1-(6-(1-(5,5-difluorotetrahydro-2H-pyran-3-yl)-1H-pyrazol-4-yl)pyrrolo[1,2-b]pyridazin-4-yl)-4-methyl-2-oxopyrrolidine-3-carbonitrile C1(CC1)[C@]1(C(N(C[C@H]1C)C=1C=2N(N=CC1)C=C(C2)C=2C=NN(C2)C2COCC(C2)(F)F)=O)C#N